C(\C=C\C)N1CC(CC1)C=1C=CC(=NC1)NC1=NC=C(C(=N1)C1=C(C2=C(C3(N(C2=O)C)CC3)S1)C)F (E)-2'-(2-((5-(1-(But-2-en-1-yl)pyrrolidin-3-yl)pyridin-2-yl)amino)-5-fluoropyrimidin-4-yl)-3',5'-dimethylspiro[cyclopropane-1,6'-thieno[2,3-c]pyrrol]-4'(5'H)-one